2-chloro-5-(9,9-dimethyl-9H-fluoren-2-yl)-3,6-diphenylpyrazine ClC1=NC(=C(N=C1C1=CC=CC=C1)C1=CC=2C(C3=CC=CC=C3C2C=C1)(C)C)C1=CC=CC=C1